[Mn].[Mg].[Fe].[Cu] copper-iron-magnesium-manganese